(3-hydroxy-3-methyl-6-trimethylsilyl-hex-5-ynyl) 4-methylbenzenesulfonate CC1=CC=C(C=C1)S(=O)(=O)OCCC(CC#C[Si](C)(C)C)(C)O